C(=O)C1=CC=C(C=C1)C1=NC2=C3N=C(C=CC3=CC=C2C=C1)C1=CC=C(C=C1)C=O 2,9-bis[p-formylphenyl]-1,10-phenanthroline